N-{(R)-4-[(3R,4R,5S)-3-amino-4-hydroxy-5-methylpiperidin-1-yl]-7-hydroxy-6,7-dihydro-5H-cyclopenta[b]pyridin-3-yl}-6-(2,6-difluorophenyl)-5-fluoropyridinecarboxamide mesylate S(C)(=O)(=O)O.N[C@@H]1CN(C[C@@H]([C@H]1O)C)C1=C2C(=NC=C1NC(=O)C1=NC(=C(C=C1)F)C1=C(C=CC=C1F)F)[C@@H](CC2)O